[N+](=O)([O-])C1=CC=C(C=C1)S(=O)OC methyl 4-nitrobenzenesulfinate